CC1C(N(CCN1)C)(N)C Dimethyl-amino-N-Methylpiperazin